2-((S)-1-amino-1,3-dihydrospiro[indene-2,4'-piperidin]-1'-yl)-5-(2,3-dichlorophenyl)-6-methylpyrimidine-4-carbonitrile N[C@@H]1C2=CC=CC=C2CC12CCN(CC2)C2=NC(=C(C(=N2)C#N)C2=C(C(=CC=C2)Cl)Cl)C